Nitroso-urea N(=O)NC(=O)N